1-(indolizin-8-yl)-2-(methylamino)ethan-1-one C=1C=CN2C=CC=C(C12)C(CNC)=O